CCCCCCCCCC=C 10-Undecen